Bis-(3,5-dimethyl-4-hydroxyphenyl) sulfone CC=1C=C(C=C(C1O)C)S(=O)(=O)C1=CC(=C(C(=C1)C)O)C